CC1=CC(=NC=C1[N+](=O)[O-])NC(C)=O N-(4-methyl-5-nitropyridin-2-yl)acetamide